3-chloro-5-cyanoisoquinoline-1-carboxylic acid ClC=1N=C(C2=CC=CC(=C2C1)C#N)C(=O)O